C1(CC2C(CC1)O2)CC[SiH](C(C)C)OC(COCC)=O β-(3,4-epoxycyclohexyl)ethyl-ethoxyacetoxyisopropylsilane